COC1=C(C(=O)P(C(CC)C)(C(C2=C(C=CC=C2)OC)=O)=O)C=CC=C1 bis(2-methoxybenzoyl)(1-methylpropane-1-yl)phosphin oxide